(S)-3-((7H-purin-6-yl)amino)-1-(3-fluorophenethyl)pyrrolidine-2,5-dione N1=CN=C2N=CNC2=C1N[C@@H]1C(N(C(C1)=O)CCC1=CC(=CC=C1)F)=O